C(C)(C)(C)OC(CCC(C)(C#N)C1=CC=C(C=C1)C=1CCN(CC1)C(=O)[O-])=O 4-(4-(5-(tert-butoxy)-2-cyano-5-oxopentan-2-yl)phenyl)-3,6-dihydropyridine-1(2H)-carboxylate